(E)-N-(4-fluorophenylethyl)-6,7-difluoro-2,3,4,9-tetrahydro-1H-carbazole-1-imine FC1=CC=C(C=C1)CC/N=C/1\CCCC=2C3=CC(=C(C=C3NC12)F)F